N-[(4-methoxyphenyl)methyl]-2-(morpholin-4-yl)-8-(pyridazin-4-yl)-N-[(1-{[2-(trimethylsilyl)ethoxy]methyl}-1H-benzimidazol-2-yl)methyl]pyrazolo[1,5-a][1,3,5]triazin-4-amine COC1=CC=C(C=C1)CN(C1=NC(=NC=2N1N=CC2C2=CN=NC=C2)N2CCOCC2)CC2=NC1=C(N2COCC[Si](C)(C)C)C=CC=C1